The molecule is the cyclohexadienediol formed by dearomatization of 2,3-dihydroxy-DDT by reduction at the C(2) and C(3) positions. It derives from a 2,3-dihydroxy-DDT. C1=CC(=CC=C1C(C2=CC=C(C(C2O)O)Cl)C(Cl)(Cl)Cl)Cl